4-(1,1-dioxo-tetrahydro-2H-thiopyran-4-yl)-benzoic acid O=S1(CCC(CC1)C1=CC=C(C(=O)O)C=C1)=O